3-(4-((4-((4,4-difluoropiperidin-1-yl)methyl)-3-fluorobenzyl)amino)phenyl)piperidine-2,6-dione FC1(CCN(CC1)CC1=C(C=C(CNC2=CC=C(C=C2)C2C(NC(CC2)=O)=O)C=C1)F)F